acroyl-nipecotamide C(=O)(C=C)N1CC(C(=O)N)CCC1